BrC=1C=C(C=2N(C1)N=CC2C#N)C=2C=CC(=NC2)N2CCC(CC2)(C)NC(=O)C2=NC=CC=C2CCl N-(1-(5-(6-bromo-3-cyanopyrazolo[1,5-a]pyridin-4-yl)pyridin-2-yl)-4-methylpiperidin-4-yl)-3-chloromethylpyridineamide